(S)-2-ethyl-4-((1-(6-(p-tolyloxy)pyridin-3-yl)ethyl)amino)-2,3-dihydro-1H-pyrrolo[3,4-c]pyridin-1-one C(C)N1CC=2C(=NC=CC2C1=O)N[C@@H](C)C=1C=NC(=CC1)OC1=CC=C(C=C1)C